CON(C(C(=C)OC)=O)CC1=CC=C(C=C1)C1=NOC(=N1)C(F)(F)F N,2-dimethoxy-N-[[4-[5-(trifluoromethyl)-1,2,4-oxadiazol-3-yl]phenyl]methyl]acrylamide